((2S,5R)-5-(5-amino-9-fluoro-8-methoxy-[1,2,4]triazolo[1,5-c]quinazolin-2-yl)-2-methylpiperidin-1-yl)((R)-1-isopropylpyrrolidin-3-yl)methanone 2,2,2-trifluoroacetate FC(C(=O)O)(F)F.NC1=NC=2C=C(C(=CC2C=2N1N=C(N2)[C@@H]2CC[C@@H](N(C2)C(=O)[C@H]2CN(CC2)C(C)C)C)F)OC